(E)-(5-Methoxy-1-indanylidene)acetaldehyde COC=1C=C2CC/C(/C2=CC1)=C\C=O